FC1=C(CNC2=NC(=NC=C2C(=O)N)NC=2C=NN(C2)C)C=CC=C1F 4-[(2,3-difluoro-benzyl)amino]-2-[(1-methyl-1H-pyrazol-4-yl)amino]pyrimidin-5-carboxamide